1,6-diaminoundecane NCCCCCC(CCCCC)N